5-(6-((E)-((1S,2S,5R)-2-fluoro-1,5-dimethyl-9-azabicyclo[3.3.1]nonan-3-ylidene)methyl)pyridazin-3-yl)-2-(1H-imidazol-1-yl)pyridin-4-ol F[C@@H]\1[C@@]2(CCC[C@](C/C1=C\C1=CC=C(N=N1)C=1C(=CC(=NC1)N1C=NC=C1)O)(N2)C)C